Methyl 2-allyl-1,6-dimethyl-3-oxoindoline-2-carboxylate C(C=C)C1(N(C2=CC(=CC=C2C1=O)C)C)C(=O)OC